ethyl 3-(3-(6-hydroxy-5,5-dimethyl-1-((tetrahydro-2H-pyran-2-yl)oxy)hexyl)phenyl)propanoate OCC(CCCC(OC1OCCCC1)C=1C=C(C=CC1)CCC(=O)OCC)(C)C